thallium-barium-calcium-copper [Cu].[Ca].[Ba].[Tl]